C(C)OC1=CN=CC(=N1)C=1C=CC(=NC1)NC(C(CCOC)(C1=NC(=CN=C1)NS(=O)(=O)C)C)=O N-(5-(6-ethoxypyrazin-2-yl)pyridin-2-yl)-4-methoxy-2-methyl-2-(6-(methylsulfonylamino)pyrazin-2-yl)butanamide